N-(4-(1-oxo-2,3-dihydro-1H-inden-5-yl)benzyl)propanamide O=C1CCC2=CC(=CC=C12)C1=CC=C(CNC(CC)=O)C=C1